C(#N)C[C@H]1N(CC[C@@H](C1)OC1=NC(=NC(=C1)O[C@@H](C)[C@H]1N(C[C@@H](C1)F)C)C(N)=NO)C(=O)OC(C)(C)C tert-butyl (2R,4S)-2-(cyanomethyl)-4-({6-[(1S)-1-[(2S,4R)-4-fluoro-1-methylpyrrolidin-2-yl]ethoxy]-2-(N'-hydroxycarbamimidoyl)-pyrimidin-4-yl}oxy)piperidine-1-carboxylate